C(CCC)C1=C(C(=C2C=CC(OC2=C1)(CCC=C(C)C)C)OC1O[C@@H]([C@H]([C@@H]([C@H]1CO)O)O)O)C(=O)O 7-butyl-2-methyl-2-(4-methylpent-3-en-1-yl)-5-{[(3R,4R,5S,6S)-4,5,6-trihydroxy-3-(hydroxymethyl)oxan-2-yl]oxy}-2H-chromene-6-carboxylic acid